BrC=1C=CC=C(C1C1=CC(=CC(=C1)C(C)(C)C)C(C)(C)C)C(=O)OC Methyl 6-bromo-3',5'-di-tert-butyl-[1,1'-biphenyl]-2-carboxylat